butyl-3,3-difluoro-2-[[1-(5-fluoro-3-pyridyl)-2-oxo-2-(tetrahydropyran-4-ylamino)ethyl]-[4-(pentafluoro-λ6-sulfanyl)phenyl]carbamoyl]pyrrolidine-1-carboxylate C(CCC)OC(=O)N1C(C(CC1)(F)F)C(N(C1=CC=C(C=C1)S(F)(F)(F)(F)F)C(C(NC1CCOCC1)=O)C=1C=NC=C(C1)F)=O